N,N-diglycidyl-ethylamine C(C1CO1)N(CC1CO1)CC